4-chloro-5-(1-methylhydrazino)pyridazin-3(2H)-one ClC=1C(NN=CC1N(N)C)=O